C(\C=C\CC(=O)O)(=O)O Trans-glutaconic acid